FC1=C(C=C(C=C1)\C=C(\C1=NC=C(N=C1)OCC#C)/F)[C@@]12N=C(SC[C@@H]1CN(C2)C2=NC=C(C=N2)F)N (4aR,7aS)-7a-(2-fluoro-5-((Z)-2-fluoro-2-(5-(prop-2-yn-1-yloxy)pyrazin-2-yl)vinyl)phenyl)-6-(5-fluoropyrimidin-2-yl)-4,4a,5,6,7,7a-hexahydropyrrolo[3,4-d][1,3]thiazin-2-amine